C(C#CCC)OC1OCCC1 2-(pent-2-yn-1-yloxy)tetrahydrofuran